The molecule is a cardanolide glycoside that is the 20,22-dihydro derivative of digitoxin. It is a cardanolide glycoside, a 14beta-hydroxy steroid and a 3beta-hydroxy steroid. C[C@@H]1[C@H]([C@H](C[C@@H](O1)O[C@@H]2[C@H](O[C@H](C[C@@H]2O)O[C@@H]3[C@H](O[C@H](C[C@@H]3O)O[C@H]4CC[C@]5([C@@H](C4)CC[C@@H]6[C@@H]5CC[C@]7([C@@]6(CC[C@@H]7[C@H]8CC(=O)OC8)O)C)C)C)C)O)O